FC(C1=NN(C=C1NC(=O)C=1C=NN2C1N=C(C=C2)N2CCS(CC2)(=O)=O)C2CCNCC2)F N-(3-(difluoromethyl)-1-(piperidin-4-yl)-1H-pyrazol-4-yl)-5-(1,1-dioxoThiomorpholino)pyrazolo[1,5-a]pyrimidine-3-carboxamide